4-[4-(4-Fluoro-1-methyl-1H-indol-6-yl)piperidin-1-yl]-1-methyl-2-oxo-1,2-dihydroquinoline-3-carboxamide FC1=C2C=CN(C2=CC(=C1)C1CCN(CC1)C1=C(C(N(C2=CC=CC=C12)C)=O)C(=O)N)C